O1C(COC2=C1C=CC=C2)CN2CC1=CC=CC=C1CC2 2-(2,3-dihydrobenzo[1,4]dioxin-2-ylmethyl)-1,2,3,4-tetrahydroisoquinoline